2-(6-(((1R,2R,3S,5S)-2-fluoro-1-methyl-8-azabicyclo[3.2.1]octan-3-yl)oxy)pyridazin-3-yl)-5-(4-fluoro-1H-pyrazol-1-yl)phenol F[C@@H]1[C@]2(CC[C@@H](C[C@@H]1OC1=CC=C(N=N1)C1=C(C=C(C=C1)N1N=CC(=C1)F)O)N2)C